4-hydroxyethoxyBenzophenone OCCOC1=CC=C(C(=O)C2=CC=CC=C2)C=C1